3-(2,2-difluorobenzo[d][1,3]dioxol-5-yl)-1-(4-(6-(2-hydroxypropan-2-yl)pyridazine-4-carbonyl)piperazin-1-yl)prop-2-en-1-one FC1(OC2=C(O1)C=CC(=C2)C=CC(=O)N2CCN(CC2)C(=O)C2=CN=NC(=C2)C(C)(C)O)F